N1(N=CC=C1)C=1C=C(CNC2CCN(CC2)C2=NC(=NC(=C2)C)N)C=CC1 4-(4-((3-(1H-pyrazol-1-yl)benzyl)amino)piperidin-1-yl)-6-methylpyrimidin-2-amine